tert-butyl 3-(4-(trifluoromethyl)phenoxy)azetidine-1-carboxylate FC(C1=CC=C(OC2CN(C2)C(=O)OC(C)(C)C)C=C1)(F)F